OC(CN1C[C@@H]2[C@H](C1)CC(C2)(O)CC2=CC(=CC=C2)OC)C2=NC=C(C=C2)O (3aR,5r,6aS)-2-(2-hydroxy-2-(5-hydroxypyridin-2-yl)ethyl)-5-(3-methoxybenzyl)octahydro-cyclopenta[c]pyrrol-5-ol